propargyl-glycine C(C#C)NCC(=O)O